C12(CC(C1)C2)C=2SC1=C(N2)C(CC2(CCN(CC2)C(=O)C=2C=C3C(=NNC3=C(C2)C)C)C1)=O 2-(bicyclo[1.1.1]pentan-1-yl)-1'-(3,7-dimethyl-1H-indazole-5-carbonyl)-5H-spiro[benzo[d]thiazol-6,4'-piperidin]-4(7H)-one